(S)-4-((3-fluoropyridin-2-yl)thio)-6-(5-(piperidin-3-yl)-5H-pyrrolo[2,3-b]pyrazin-7-yl)pyrazolo[1,5-a]pyridine-3-carbonitrile FC=1C(=NC=CC1)SC=1C=2N(C=C(C1)C1=CN(C3=NC=CN=C31)[C@@H]3CNCCC3)N=CC2C#N